ClC=1C=CC(=C(CO[C@@H]2C[C@H](C2)C(=O)NCC2=C(C(=C(C=C2)C(F)(F)F)C=2NC(C=C(N2)CC)=O)F)C1)F trans-3-[(5-chloro-2-fluorobenzyl)oxy]-N-[3-(4-ethyl-6-oxo-1,6-dihydropyrimidin-2-yl)-2-Fluoro-4-(trifluoromethyl)benzyl]cyclobutane-1-carboxamide